C1=C(C=CC2=CC(=CC=C12)C(=O)[O-])C(=O)[O-].[Na+].[Na+] disodium 2,6-naphthalenedicarboxylate